trans-stearyl alcohol C(CCCCCCCCCCCCCCCCC)O